OC1=CC=C2C(C(COC2=C1)C1=CC=CC=C1)C1=CC=C(OCCOCCOCCOC=2C=C3CN(C(C3=CC2)=O)C2C(NC(CC2)=O)=O)C=C1 3-(5-(2-(2-(2-(4-(7-hydroxy-3-phenylchroman-4-yl)phenoxy)ethoxy)ethoxy)ethoxy)-1-oxoisoindolin-2-yl)piperidine-2,6-dione